4-(3-(1-ethyl-3-(trifluoromethyl)-1H-pyrazol-4-yl)-2-fluoropyridin-4-yl)thieno[2,3-c]pyridine-2-carbonitrile C(C)N1N=C(C(=C1)C=1C(=NC=CC1C1=C2C(=CN=C1)SC(=C2)C#N)F)C(F)(F)F